[Ru](Cl)Cl.N1=CC=CC2=CC=C3C=CC=NC3=C12.N1=CC=CC2=CC=C3C=CC=NC3=C12.N1=CC=CC2=CC=C3C=CC=NC3=C12 tris(1,10-phenanthroline) ruthenium dichloride